Vanadium(IV)-oxid [O-2].[V+4].[O-2]